8-vinyl-octadecadiene-9-ene C(=C)C(CCCC=CC=C)C=CCCCCCCCC